(S)-1-((7-Chloro-2-(3'-(3-(((R)-3-hydroxypyrrolidin-1-yl)methyl)-1,7-naphthyridin-8-ylamino)-2,2'-dimethylbiphenyl-3-yl)benzo[d]oxazol-5-yl)methyl)-pyrrolidin ClC1=CC(=CC=2N=C(OC21)C=2C(=C(C=CC2)C2=C(C(=CC=C2)NC=2N=CC=C1C=C(C=NC21)CN2C[C@@H](CC2)O)C)C)CN2CCCC2